ClC1=CC=C(C(=N1)N1CCN(CC1)C)[N+](=O)[O-] 1-(6-chloro-3-nitropyridin-2-yl)-4-methylpiperazine